methyl-6-bromo-2-((difluoromethyl-d)thio)-1-oxo-1,2,3,4-tetrahydronaphthalene CC1(C(C2=CC=C(C=C2CC1)Br)=O)SC([2H])(F)F